C(C)(C)(C)C1=CC=C(C=C1)C1=NC2=C(N1)C=C(C(=C2)F)F 2-(4-tert-Butylphenyl)-5,6-difluoro-1H-benzo[d]imidazole